BrCC1=C(C(=O)OC)C=C(C=C1)F Methyl 2-bromomethyl-5-fluorobenzoate